6-(6-chloro-2,5-dimethylpyrimidin-4-yl)-3-cyclopropyl-5,6,7,8-tetrahydro-1,6-naphthyridine ClC1=C(C(=NC(=N1)C)N1CC=2C=C(C=NC2CC1)C1CC1)C